N-(5-chloro-2-methoxyphenyl)-3-hydroxy-2-naphthalenecarboxamide COC1=C(C=C(C=C1)Cl)NC(=O)C2=CC3=CC=CC=C3C=C2O